COC=1C=2N(C=C(C1)C1=C(C(=NN1COCC[Si](C)(C)C)C(=O)O)CC(F)(F)F)N=CN2 5-(8-methoxy-[1,2,4]triazolo[1,5-a]pyridin-6-yl)-4-(2,2,2-trifluoroethyl)-1-((2-(trimethylsilyl)ethoxy)methyl)-1H-pyrazole-3-carboxylic acid